3-methoxy-3-methyl-1-(2-(2-methyl-2H-pyrazolo[3,4-b]pyridin-5-yl)thieno[2,3-d]pyrimidin-6-yl)cyclobutanol COC1(CC(C1)(O)C1=CC2=C(N=C(N=C2)C2=CC=3C(N=C2)=NN(C3)C)S1)C